4-((1H-1,2,4-triazol-1-yl)methyl)-1-(2-(naphthalen-1-yl)ethyl)-1H-1,2,3-triazole N1(N=CN=C1)CC=1N=NN(C1)CCC1=CC=CC2=CC=CC=C12